O(CCC(C(CCl)O)[NH+](C)C)CCC(C(CCl)O)[NH+](C)C oxybis(ethane-2,1-diyl)-bis(3-chloro-2-hydroxy-N,N-dimethylpropan-1-aminium)